2-[(4-methoxyphenyl)methyl]-2,3-dihydro-1H-pyrrolo[4,3-c]pyridin-3-one COC1=CC=C(C=C1)CN1CC2=C(C=NC=C2)C1=O